4-(difluoromethoxy)benzamide FC(OC1=CC=C(C(=O)N)C=C1)F